C1C(CC12OCCO2)CN2S(C1=C(C2CC2=C(C=NN2C)Cl)C=C(C=C1)F)(=O)=O 2-((5,8-dioxaspiro[3.4]octan-2-yl)methyl)-3-((4-chloro-1-methyl-1H-pyrazol-5-yl)methyl)-5-fluoro-2,3-dihydrobenzo[d]isothiazole 1,1-dioxide